4-chloro-2,7-dimethyl-2-(1,4-dioxaspiro[4.5]decan-8-yl)-2,3-dihydrobenzofuran-6-carboxylic acid ClC1=CC(=C(C2=C1CC(O2)(C2CCC1(OCCO1)CC2)C)C)C(=O)O